(7S)-5,8-dimethyl-7-propyl-2-(((1-(3,4,5-trifluorobenzyl)-1H-pyrazol-4-yl)methyl)amino)-7,8-dihydropteridin-6(5H)-one CN1C=2C=NC(=NC2N([C@H](C1=O)CCC)C)NCC=1C=NN(C1)CC1=CC(=C(C(=C1)F)F)F